C(C)N1C(NC2=C1C=CC(=C2)S(=O)(=O)Cl)=O 1-ethyl-2-oxo-1,3-benzodiazole-5-sulfonyl chloride